COC1=CC=C(CN2N=C(C=C2C2=CSC3=C2N=CN=C3)N)C=C1 1-(4-methoxybenzyl)-5-(thieno[3,2-d]pyrimidin-7-yl)-1H-pyrazol-3-amine